2-bromo-α,α-difluoro-4-(trifluoromethyl)-phenylpropionic acid BrC1=C(C=CC(=C1)C(F)(F)F)CC(C(=O)O)(F)F